(3R,4S)-1-(benzylsulfonyl)-4-(3-methoxyphenyl)-3-((methyl(methyl-d3)amino)methyl)piperidin-4-ol C(C1=CC=CC=C1)S(=O)(=O)N1C[C@H]([C@](CC1)(O)C1=CC(=CC=C1)OC)CN(C([2H])([2H])[2H])C